6-benzyl-4-[(5-bromo-1,3,4-thiadiazol-2-yl)methyl]-4,6-diazaspiro[2.4]heptane-5,7-dione C(C1=CC=CC=C1)N1C(N(C2(CC2)C1=O)CC=1SC(=NN1)Br)=O